ClC=1C=CC(=C(C1)N1N=C(C=2C=NC(=CC21)C=2C=NN1C2N=CC=C1)CN)OC(F)F (1-(5-chloro-2-(difluoromethoxy)phenyl)-6-(pyrazolo[1,5-a]pyrimidin-3-yl)-1H-pyrazolo[4,3-c]pyridin-3-yl)methanamine